1,3-dimethyl-5-methylthio-2,3-dihydro-imidazol CN1CN(C=C1SC)C